[Na+].FC(C(C(C(C(C(C(C(F)(F)F)(F)F)(F)F)(F)F)(F)F)(F)F)(F)F)(S(=O)(=O)[O-])F perfluorooctanesulfonate sodium salt